FC=1C=C(C=NC1)C1=CC(=NC(=C1F)C)C1=NOC(=N1)C1CCOCC1 3-(5,5'-difluoro-6'-methyl-[3,4'-bipyridin]-2'-yl)-5-(tetrahydro-2H-pyran-4-yl)-1,2,4-oxadiazole